perfluoro(7-cyano-5-methyl-3,6-dioxa-1-heptene) FC(=C(OC(C(OC(C#N)(F)F)(C(F)(F)F)F)(F)F)F)F